ethyl (R)-2-hydroxy-3-((S)-2-((1-(4-methoxybenzyl)-6-oxo-5-(trifluoromethyl)-1,6-dihydropyridazin-4-yl)amino)propoxy)propionate O[C@@H](C(=O)OCC)COC[C@H](C)NC=1C=NN(C(C1C(F)(F)F)=O)CC1=CC=C(C=C1)OC